C1(CCCCC1)N(CC)CC1=C(C=CC=C1)B(O)O (2-([CYCLOHEXYL(ETHYL)AMINO]METHYL)PHENYL)BORANEDIOL